1-(1-(oxetan-3-yl)pyrrolidin-3-yl)-1H-pyrazol-4-amine O1CC(C1)N1CC(CC1)N1N=CC(=C1)N